CNC1=NS(C2=C1CCCC2)(=O)=O N-methyl-1,1-dioxo-4,5,6,7-tetrahydro-1,2-benzothiazol-3-amine